4-{2-(2,4-difluorophenoxy)-5-{[dimethyl(oxo)-λ6-sulfanylidene]amino}-pyridin-3-yl}-6-methyl-1-tosyl-1,6-dihydro-7H-pyrrolo[2,3-c]pyridin-7-one FC1=C(OC2=NC=C(C=C2C=2C3=C(C(N(C2)C)=O)N(C=C3)S(=O)(=O)C3=CC=C(C)C=C3)N=S(=O)(C)C)C=CC(=C1)F